methyl 4-bromo-2-(3-cyanooxetan-3-yl)benzoate BrC1=CC(=C(C(=O)OC)C=C1)C1(COC1)C#N